NC1=NC=NN2C1=C(C=C2C=2C=CC(=C(C(=O)N[C@@H]1CN(C[C@@H]1F)C(C1=C(C=C(C=C1)F)Cl)=O)C2)C)C(F)(F)F 5-[4-amino-5-(trifluoromethyl)pyrrolo[2,1-f][1,2,4]triazin-7-yl]-N-[(3R,4S)-1-(2-chloro-4-fluorobenzoyl)-4-fluoropyrrolidin-3-yl]-2-methylbenzamide